N-(1-(2-(4-fluorophenyl)-6-(((1R,5S,6s)-3-(1-methyl-3-(thiazol-4-yl)-1H-pyrazole-5-carbonyl)-3-azabicyclo[3.1.0]hexan-6-yl)oxy)pyridin-4-yl)ethyl)-2-methylpropane-2-sulfinamide FC1=CC=C(C=C1)C1=NC(=CC(=C1)C(C)NS(=O)C(C)(C)C)OC1[C@@H]2CN(C[C@H]12)C(=O)C1=CC(=NN1C)C=1N=CSC1